CN=[S@@](C1=C2CCCNC2=CC=C1)(=O)C methyl[(R)-methyl(oxo)(1,2,3,4-tetrahydroquinolin-5-yl)-λ6-sulfanylidene]amine